CN(C)[S+](N(C)C)N(C)C tri(dimethylamino)sulfonium